C(C)OC(C1=C(C=C(C=C1)OC1CN(CCC1(C)C)[C@@H](C)CC)CCl)=O 4-((1-((S)-sec-butyl)-4,4-dimethylpiperidin-3-yl)oxy)-2-(chloromethyl)benzoic acid ethyl ester